FC1=NC=CC(=C1S(=O)(=O)Cl)F 2,4-Difluoropyridine-3-sulfonyl chloride